(6-(2-chloro-5-fluorophenyl)-3-(2,2-difluoroethyl)-1-(methyl-d3)-8-oxo-3,6,7,8-tetrahydropyrrolo[3,4-e]indazol-5-yl)-3-fluoro-5-(trifluoromethyl)benzamide ClC1=C(C=C(C=C1)F)C1NC(C=2C=3C(=NN(C3C=C(C21)C2=C(C(=O)N)C=C(C=C2F)C(F)(F)F)CC(F)F)C([2H])([2H])[2H])=O